C(C)OC1=CC(=NC=C1C#N)[C@H](C)N1C(C2=CC(=CC(=C2CC1)C=1C(=NC=C(C1)C(C)O)C)CCN(C)CC)=O 4-ethoxy-6-((1S)-1-(7-(2-(ethyl(methyl)amino)ethyl)-5-(5-(1-hydroxyethyl)-2-methylpyridin-3-yl)-1-oxo-3,4-dihydroisoquinolin-2(1H)-yl)ethyl)nicotinonitrile